N-(cis-3-{[(4,4-difluoropiperidin-1-yl)sulfonyl]methyl}cyclobutyl)-N-methyl-7H-pyrrolo[2,3-d]pyrimidin-4-amine FC1(CCN(CC1)S(=O)(=O)C[C@H]1C[C@H](C1)N(C=1C2=C(N=CN1)NC=C2)C)F